CN1N=C2N(C=C(C(=N2)N2CCC(CC2)OC=2C=C3C=NN(C3=CC2)C)C)C1=O 2,6-dimethyl-7-(4-((1-methyl-1H-indazol-5-yl)oxy)piperidin-1-yl)-[1,2,4]triazolo[4,3-a]pyrimidin-3(2H)-one